benzyl 3,3-difluoro-2,2-dimethyl-4-oxobutanoate FC(C(C(=O)OCC1=CC=CC=C1)(C)C)(C=O)F